(3-ETHYL-1H-INDAZOL-4-YL)BORONIC ACID C(C)C1=NNC2=CC=CC(=C12)B(O)O